methyl 3-amino-2,2-dimethylpropionate NCC(C(=O)OC)(C)C